FC1=C(C=CC(=C1)F)CN1N=C(N=C1)C(=O)N[C@@H]1C(N(C=2N(CC1)N=CC2)C)=O |r| 1-[(2,4-Difluorophenyl)methyl]-N-[rac-(6S)-4-methyl-5-oxo-7,8-dihydro-6H-pyrazolo[1,5-a][1,3]diazepin-6-yl]-1,2,4-triazol-3-carboxamid